3-oxa-5-Azabicyclo[2.2.1]heptane hydrochloride Cl.C12COC(NC1)C2